OCCOCCOCCO ethylene glycol bis(hydroxyethyl) ether